N-[2-({4-[3-(2-fluoro-5-methoxyphenyl)-1H-pyrrolo[3,2-b]pyridin-2-yl]pyridin-3-yl}oxy)ethyl]-N-methylprop-2-enamide FC1=C(C=C(C=C1)OC)C1=C(NC=2C1=NC=CC2)C2=C(C=NC=C2)OCCN(C(C=C)=O)C